di-isopropyltitanium C(C)(C)[Ti]C(C)C